(R)-N-((1R,2R)-2-hydroxycyclopentyl)-5-((2-methoxypyridin-3-yl)amino)-7-(methylamino)pyrazolo[1,5-a]pyrimidine-3-carboxamide O[C@H]1[C@@H](CCC1)NC(=O)C=1C=NN2C1N=C(C=C2NC)NC=2C(=NC=CC2)OC